4-((4-(tert-butyl)phenyl)amino)-3-methylcyclohexane-1-one C(C)(C)(C)C1=CC=C(C=C1)NC1C(CC(CC1)=O)C